5-iodo-1-methyl-7-oxabicyclo[4.2.2]decan-8-one IC1CCCC2(C(OC1CC2)=O)C